CC1(CCCC(CCC1)NC(=O)C1=CC=2C(=NC(=CC2)OC)N1)C N-(1,1-dimethyl-cyclooctane-5-yl)-6-methoxy-1H-pyrrolo[2,3-b]pyridine-2-formamide